OCC1=C(C=C(CNC(CCCC(=O)ON2OCCO2)=O)C=C1)[N+](=O)[O-] 2,5-Dioxapyrrolidin-1-yl 5-((4-(hydroxymethyl)-3-nitrobenzyl) amino)-5-oxopentanoate